isopropyl (1,5,5-trimethyl-2-cyclopentenyl)acetate CC1(C=CCC1(C)C)CC(=O)OC(C)C